2,3-Dihydroxypropyl 2-(((5Z,8Z,11Z,14Z,17Z)-icosa-5,8,11,14,17-pentaen-1-yl)oxy)butanoate C(CCC\C=C/C\C=C/C\C=C/C\C=C/C\C=C/CC)OC(C(=O)OCC(CO)O)CC